FC1=C(C=C(C=C1)C1=NC=CC=C1C=1C=CC=2N(C1)C(=CN2)C(=O)NC2CCN(CC2)C(C)C)C 6-(2-(4-Fluoro-3-methylphenyl)pyridin-3-yl)-N-(1-isopropylpiperidin-4-yl)imidazo[1,2-a]pyridine-3-carboxamide